C(C1=CC=CC=C1)OC(=O)N[C@H](C(=O)O)C1CCN(CC1)C(=O)OC(C)(C)C (S)-2-(((benzyloxy)carbonyl)amino)-2-(1-(tert-butoxycarbonyl)piperidin-4-yl)acetic acid